(R)-N-(5-(5-ethyl-1,2,4-oxadiazol-3-yl)-2,3-dihydro-1H-inden-1-yl)-5-methyloxazole-2-carboxamide C(C)C1=NC(=NO1)C=1C=C2CC[C@H](C2=CC1)NC(=O)C=1OC(=CN1)C